ClC1=CC=C(C=C1)NC(CCSCC1=C(N2C([C@H]([C@H]2SC1)NC(CC1=CC=CC=C1)=O)=O)C(=O)O)=O (6r,7r)-3-(((3-((4-chlorophenyl)amino)-3-oxopropyl)thio)methyl)-8-oxo-7-(2-phenylacetamido)-5-thia-1-azabicyclo[4.2.0]oct-2-ene-2-carboxylic acid